hexahydrofuro[3,2-b]furan O1C2C(CC1)OCC2